COC1=C(C=NC=C1)C1=CC2=C(C(=N1)C)C=NN2C2=CC(=CC(=N2)C2=CC(=NC=C2)C(F)(F)F)N2[C@@H]([C@H](C2)CS(=O)(=O)C)C 6-(4-methoxypyridin-3-yl)-4-methyl-1-(4-((2R,3S)-2-methyl-3-((methylsulfonyl)methyl)azetidin-1-yl)-2'-(trifluoromethyl)-[2,4'-bipyridin]-6-yl)-1H-pyrazolo[4,3-c]pyridine